2-((1r,4R)-4-ethoxycyclohexylamino)-4-((R)-3-methylbutan-2-ylamino)pyrimidine-5-carboxamide C(C)OC1CCC(CC1)NC1=NC=C(C(=N1)N[C@H](C)C(C)C)C(=O)N